C1(=CC=CC=C1)C(C)N[C@@H](C)C(=O)OCC ethyl (1-phenylethyl)alaninate